(7-(difluoromethyl)-5-methyl-[1,2,4]triazolo[1,5-a]pyrimidin-2-yl)((3R,3'R)-3'-hydroxy-1,4-dihydro-2H-spiro[isoquinoline-3,4'-piperidin]-1'-yl)methanone FC(C1=CC(=NC=2N1N=C(N2)C(=O)N2C[C@H]([C@@]1(CC2)NCC2=CC=CC=C2C1)O)C)F